O=C1NN=C(O1)C=1C=CC(=C(NCC2CCC(CC2)C(=O)O)C1)C(F)(F)F (1r,4r)-4-{[5-(5-oxo-4,5-dihydro-1,3,4-oxadiazol-2-yl)-2-(trifluoromethyl)anilino]methyl}cyclohexane-1-carboxylic acid